2,6-di-tert-butyl-4-(4-nitrobenzylidene)cyclohexene C(C)(C)(C)C1=CC(CC(C1)=CC1=CC=C(C=C1)[N+](=O)[O-])C(C)(C)C